CN1N=CC(=C1)C1=CC=CC=N1 6-(1-Methyl-1H-pyrazol-4-yl)-pyridin